CCCCCCCCCC/C=C\CCCCCCCCCC(=O)O[C@H](COC(=O)CCCCCCC/C=C\C/C=C\CCCC)COP(=O)(O)OC[C@H](CO)O 1-(9Z,12Z-heptadecadienoyl)-2-(11Z-docosenoyl)-glycero-3-phospho-(1'-sn-glycerol)